5-trifluoromethoxy-4-(2-nitrovinyl)-2-methoxybenzene FC(OC=1C(=CC(=CC1)OC)C=C[N+](=O)[O-])(F)F